Ethyl 4-oxo-5-p-tolyl-1,4-dihydropyridine-3-carboxylate O=C1C(=CNC=C1C1=CC=C(C=C1)C)C(=O)OCC